ClC=1N=CC(=NC1)C(=O)NC1C(C(C1(C)C)OC1=CC(=C(C=C1)C#N)Cl)(C)C 5-chloro-N-((1r,3r)-3-(3-chloro-4-cyanophenoxy)-2,2,4,4-tetramethylcyclobutyl)pyrazine-2-carboxamide